COC[C@@H](C1=CC=CC=C1)N (R)-2-methoxy-1-phenylethylamine